(2-[4-Chloro-5-[(5-isopropyl-6-oxo-1H-pyridazin-3-yl)oxy]-bicyclo[4.2.0]octa-1(6),2,4-trien-2-yl]-3,5-dioxo-4H-1,2,4-triazin-6-yl)carbamate ClC=1C=C(C=2CCC2C1OC1=NNC(C(=C1)C(C)C)=O)N1N=C(C(NC1=O)=O)NC([O-])=O